CC1(OC1(C1=CC=C(C=C1)C(C)(C)C)CSC1=CC=CC=C1)C 2,2-dimethyl-3-((phenylthio)methyl)-3-(p-tert-butylphenyl)oxirane